FC(OC1=NC(=CC=C1NC(=O)C1(CCN(CC1)C(CC1=CC(NN1)=O)=O)C1=C(C=CC=C1)C(C)C)C)F N-(2-(difluoromethoxy)-6-methylpyridin-3-yl)-1-(2-(3-oxo-2,3-dihydro-1H-pyrazol-5-yl)acetyl)-4-(2-isopropylphenyl)piperidine-4-carboxamide